C(C(C)C)[Al]CC(C)C diisobutylaluminium